benzylphenylphosphine chloride [Cl-].C(C1=CC=CC=C1)PC1=CC=CC=C1